FC1=CC=2C3=C(N(C2C=C1CN1CCCC1)C)C(N(N=C3)CC3=C(C=CC=C3)F)=O 8-fluoro-3-(2-fluorobenzyl)-5-methyl-7-(pyrrolidin-1-ylmethyl)-3,5-dihydro-4H-pyridazino[4,5-b]indol-4-one